F[C@H]1[C@H]([C@@H]2CN([C@H]1CC2)C)OC2=CC=C(N=N2)C2=C(C=C(C=C2)N2C=NC=C2)O 2-(6-(((1S,4S,5S,6R)-6-fluoro-2-methyl-2-azabicyclo[2.2.2]octan-5-yl)oxy)pyridazin-3-yl)-5-(1H-imidazol-1-yl)phenol